C1(CCCC1)N1C(=CC2=C1N=C(N=C2)NC2=NC=C(C=C2)N2CCN(CC2)C[C@H]2CNCCO2)C(=O)N(C)C 7-cyclopentyl-N,N-dimethyl-2-[[5-[4-[[(2R)-morpholin-2-yl]-methyl]piperazin-1-yl]-2-pyridinyl]amino]pyrrolo[2,3-d]pyrimidine-6-carboxamide